[NH4+].N1C(=NC=2C=CC=3C=CC=NC3C21)C(=O)[O-] imidazoloquinolinic acid ammonium salt